Dopamin-HCl Cl.NCCC1=CC(O)=C(O)C=C1